tri(4-cyclohexylphenyl) phosphite P(OC1=CC=C(C=C1)C1CCCCC1)(OC1=CC=C(C=C1)C1CCCCC1)OC1=CC=C(C=C1)C1CCCCC1